3-bromo-6-(2-chloro-4-fluorophenyl)-1-(2-chloro-3,5-dimethoxyphenyl)-5-methyl-4(1H)-pyridazinone BrC1=NN(C(=C(C1=O)C)C1=C(C=C(C=C1)F)Cl)C1=C(C(=CC(=C1)OC)OC)Cl